SC=1N(C(=NN1)O)C 5-mercapto-4-methyl-1,2,4-triazol-3-ol